2-amino-7-((2',3',4'-trifluoro-[1,1'-biphenyl]-2-yl)oxy)-1,2,3,4-tetrahydronaphthalene NC1CC2=CC(=CC=C2CC1)OC1=C(C=CC=C1)C1=C(C(=C(C=C1)F)F)F